C(CCCCCCCCCCCCCCCCC)(=O)[O-].C(CCCCCCCCCCCCCCCCC)(=O)[O-].C[NH2+]C.C[NH2+]C dimethyl-ammonium distearate